3-amino-6-(3-(trimethylsilyl)phenyl)pyrazine-2-carbonitrile NC=1C(=NC(=CN1)C1=CC(=CC=C1)[Si](C)(C)C)C#N